C[C@@]([C@H](CC(=O)O)C(=O)O)(C(=O)O)O The molecule is a 3-hydroxybutane-1,2,3-tricarboxylic acid which has (2S,3R) configuration. It has a role as an Escherichia coli metabolite. It is a conjugate acid of a (2S,3R)-3-hydroxybutane-1,2,3-tricarboxylate.